(4-nitrocinnamoyl)guanidine [N+](=O)([O-])C1=CC=C(C=CC(=O)NC(=N)N)C=C1